N-octyl-N-decylurea C(CCCCCCC)N(C(=O)N)CCCCCCCCCC